C(#N)C1=CC=C(C=2C(=COC21)C=2CN(CCC2)C(=O)OC(C)(C)C)OCC tert-Butyl 3-(7-cyano-4-ethoxy-1-benzofuran-3-yl)-5,6-dihydro-2H-pyridine-1-carboxylate